benzyl (3R)-3-[(Z)-[(S)-tert-butylsulfinyl]iminomethyl]-3-methyl-pyrrolidine-1-carboxylate C(C)(C)(C)[S@](=O)\N=C/[C@]1(CN(CC1)C(=O)OCC1=CC=CC=C1)C